(1-(cyclopropylsulfonyl)-1H-pyrazol-4-yl)-N-(5-((1-methyl-1H-pyrazol-4-yl)ethynyl)-4-(2-methyl-2,8-diazaspiro[4.5]dec-8-yl)pyridin-2-yl)pyrimidine-4-amine C1(CC1)S(=O)(=O)N1N=CC(=C1)C1=NC=CC(=N1)NC1=NC=C(C(=C1)N1CCC2(CCN(C2)C)CC1)C#CC=1C=NN(C1)C